C(C1=CC=CC=C1)OC1=C(C=C(C=C1)C)B(O)O 2-BENZYLOXY-5-METHYLPHENYLBORONIC ACID